(R)-2-chloro-8-cyclopentyl-7-ethyl-7,8-dihydropterin Cl[C@@]1(NC=2N(C(C=NC2C(N1)=O)CC)C1CCCC1)N